7-(4-bromo-3-chloro-benzoyl)-N-[(2-methyl-1,3-benzoxazol-4-yl)methyl]-3-oxo-2-[4-(2,2,2-trifluoroethoxy)phenyl]-6,8-dihydro-5H-imidazo[1,5-a]pyrazine-1-carboxamide BrC1=C(C=C(C(=O)N2CC=3N(CC2)C(N(C3C(=O)NCC3=CC=CC2=C3N=C(O2)C)C2=CC=C(C=C2)OCC(F)(F)F)=O)C=C1)Cl